5-bromo-2'-methyl-2,5'-bipyrimidine BrC=1C=NC(=NC1)C=1C=NC(=NC1)C